(R)-(3-Aminopiperidin-1-yl)(2-(6-methoxy-1-(2-methoxyethyl)-1H-indol-2-yl)-3,4-dihydro-5-oxa-1,2a-diazaacenaphthylen-7-yl)methanon N[C@H]1CN(CCC1)C(=O)C=1C=C2OCCN3C(=NC(C1)=C32)C=3N(C2=CC(=CC=C2C3)OC)CCOC